methyldimethylsilyl-methyldibutylsilane C[Si](C)(C)[Si](CCCC)(CCCC)C